(2S,5R)-5-[4-(4-fluorophenyl)phenyl]-1H-pyrrole-2-carboxamide FC1=CC=C(C=C1)C1=CC=C(C=C1)C1=CC=C(N1)C(=O)N